FC=1CS(=O)(=O)OC1 2-fluoro-2-propene-1,3-sultone